1,1'-[1,2-phenylenebis(methylene)]bis{4-[(E)-4-(diethylamino)styryl]-3-methylpyridin-1-ium} dibromide [Br-].[Br-].C1(=C(C=CC=C1)C[N+]1=CC(=C(C=C1)\C=C\C1=CC=C(C=C1)N(CC)CC)C)C[N+]1=CC(=C(C=C1)\C=C\C1=CC=C(C=C1)N(CC)CC)C